OCNC(C=CCC=CC(=O)NCO)=O N,N'-bis-hydroxymethyl-methylenebisacrylamide